C1(CC1)NC(CCC1=CC2=C(OC[C@@H](C(N2C)=O)NC(=O)C2=NN(C=N2)CC2=C(C=CC=C2Cl)Cl)C=C1)=O (S)-N-(7-(3-(cyclopropylamino)-3-oxopropyl)-5-methyl-4-oxo-2,3,4,5-tetrahydrobenzo[b][1,4]oxazepin-3-yl)-1-(2,6-dichlorobenzyl)-1H-1,2,4-triazole-3-carboxamide